2-{[5-(2,2-difluoroethoxy)-2-methyl-1-benzofuran-3-yl]formamido}-3-hydroxy-2-methylpropanamide FC(COC=1C=CC2=C(C(=C(O2)C)C(=O)NC(C(=O)N)(CO)C)C1)F